CC1(OB(OC1(C)C)C1=CC(=C(C=C1)N1CCN(CC1)C(=O)OC(C)(C)C)C(F)(F)F)C tert-butyl 4-(4-(4,4,5,5-tetramethyl-1,3,2-dioxaborolan-2-yl)-2-(trifluoromethyl)phenyl)piperazine-1-carboxylate